2-({4-[(2-{[2-fluoro-4-(trifluoromethyl)phenoxy]methyl}pyridin-4-yl)oxy]piperidin-1-yl}methyl)-1-{[(2S)-oxetan-2-yl]methyl}-1H-1,3-benzodiazole-6-carboxylic acid FC1=C(OCC2=NC=CC(=C2)OC2CCN(CC2)CC2=NC3=C(N2C[C@H]2OCC2)C=C(C=C3)C(=O)O)C=CC(=C1)C(F)(F)F